N-[(6-Amino-2-pyridyl)sulfonyl]-6-(1-methylcyclopropyl)-2-(2,4,6-trimethylphenoxy)pyridin-3-carboxamid NC1=CC=CC(=N1)S(=O)(=O)NC(=O)C=1C(=NC(=CC1)C1(CC1)C)OC1=C(C=C(C=C1C)C)C